O1C=CC2=C1C=CC(=C2)C[C@@H](CC)N[S@](=O)C(C)(C)C (R)-N-((R)-1-(benzofuran-5-yl)butan-2-yl)-2-methylpropane-2-sulfinamide